FC1=C(C(=CC(=C1)OCCN1CC(C1)CF)F)[C@H]1N([C@@H](CC2=C1NC1=CC=CC=C21)C)C[C@H](CO)C(F)(F)F (R)-2-(((1R,3R)-1-(2,6-difluoro-4-(2-(3-(fluoromethyl)azetidin-1-yl)ethoxy)phenyl)-3-methyl-1,3,4,9-tetrahydro-2H-pyrido[3,4-b]indol-2-yl)methyl)-3,3,3-trifluoropropan-1-ol